(R)-5,7-Difluoro-1-(4-(2-phenylmorpholino)phenyl)-1H-benzo[d][1,2,3]triazol-6-ol FC1=CC2=C(N(N=N2)C2=CC=C(C=C2)N2C[C@H](OCC2)C2=CC=CC=C2)C(=C1O)F